C(C)(=O)OCCC(C)C 3-methylbutyl acetate